4-(4-aminophenoxy)phenol NC1=CC=C(OC2=CC=C(C=C2)O)C=C1